C(C)(C)C1=C(C(=CC=C1)C(C)C)N1C(=NC2=C1C=CC=C2)C2=CC=CC=C2 1-(2,6-diisopropylphenyl)-2-phenyl-1H-benzo[d]imidazole